(S)-N-(2-hydroxy-5-methylphenyl)-N-methyl-1-(6-(2-carbonylethyl)-4-(trifluoromethyl)pyridin-2-yl)pyrrolidine-2-carboxamide OC1=C(C=C(C=C1)C)N(C(=O)[C@H]1N(CCC1)C1=NC(=CC(=C1)C(F)(F)F)CC=C=O)C